5-Methyl-4-(pyridin-2-yl)-N-(4-((tetrahydro-2H-pyran-4-yl)oxy)pyridin-2-yl)thiazol-2-amine CC1=C(N=C(S1)NC1=NC=CC(=C1)OC1CCOCC1)C1=NC=CC=C1